ClC1=C(C=C(C=C1)CC(C(=O)O)NC)C 3-(4-chloro-3-methylphenyl)-2-(methylamino)propanoic acid